2-(2-(cyclopropanesulfonamido)thiazol-4-yl)-N-(2-fluoro-4-(5-isopropoxypyridin-3-yl)phenyl)-2-methylpropanamide C1(CC1)S(=O)(=O)NC=1SC=C(N1)C(C(=O)NC1=C(C=C(C=C1)C=1C=NC=C(C1)OC(C)C)F)(C)C